BrC1=CC=C(CNC(=O)C=2SC(=CC2)S(NC)(=O)=O)C=C1 N-(4-bromobenzyl)-5-(N-methylsulfamoyl)thiophene-2-carboxamide